Erbium diselenide [Se-2].[Se-2].[Er+3]